COC1=CC=2C=3C=C4C(=C(C3NC2C=C1)C)CCNC4 9-methoxy-5-methyl-2,3,4,6-tetrahydro-1H-pyrido[4,3-b]carbazole